C1=CC=CC=2C1=C1C=3C=C4C(=CC3NC1=CC2)C=CC=C4 dibenzo[b,G]carbazole